N-(3-chloro-5-(methylsulfonamido)phenyl)-5-(5-(3-methoxyazetidin-1-yl)pyridin-2-yl)-1-methyl-1H-pyrrole-3-carboxamide ClC=1C=C(C=C(C1)NS(=O)(=O)C)NC(=O)C1=CN(C(=C1)C1=NC=C(C=C1)N1CC(C1)OC)C